1,2-diaminocyclopropane NC1C(C1)N